The molecule is an N-acylglucosamine where the N-acyl group is specified as glycoloyl and the configuration of the glucosamine is beta-D. It has a role as an epitope. It is a N-acyl-hexosamine, an amino monosaccharide and a N-acylglucosamine. C([C@@H]1[C@H]([C@@H]([C@H]([C@@H](O1)O)NC(=O)CO)O)O)O